C(C)(C)(C)[Si](C)(C)OCCCN 3-aminopropyl (tert-butyl)dimethylsilyl ether